ClC=1C=C(C=C(C1)Cl)C1(CC(=NO1)C1=CC(=C(C(=O)NS(=O)C2=C(C=CC=C2)F)C=C1)C)C(F)(F)F 4-(5-(3,5-dichlorophenyl)-5-(trifluoromethyl)-4,5-dihydroisoxazol-3-yl)-N-((2-fluorophenyl)sulfinyl)-2-methylbenzamide